BrC1=C(C=C(C(=C1)C(F)(F)F)OC)S(=O)(=O)N[C@@H](CNC1CCCC1)CCC(C)(F)F (R)-2-bromo-N-(1-(cyclopentylamino)-5,5-difluorohexan-2-yl)-5-methoxy-4-(trifluoromethyl)benzenesulfonamide